1-amino-2-methyl-1-(5-((1-methylcyclopentyl)methoxy)pyridin-2-yl)propan-2-ol NC(C(C)(O)C)C1=NC=C(C=C1)OCC1(CCCC1)C